C(C1=CC=CC=C1)(=O)NCC1=CC=C(C=C1)N1C2=C(NC(CC1=O)=O)C1=CC=CC=C1C=C2 5-[4-[(benzoylamino)methyl]phenyl]-1H-naphtho[1,2-b][1,4]diazepine-2,4(3H,5H)-dione